1-(6-(2-methylbenzoyl)-9-ethylcarbazol-3-yl)-3-cyclopentyl-propane-1-one CC1=C(C(=O)C=2C=C3C=4C=C(C=CC4N(C3=CC2)CC)C(CCC2CCCC2)=O)C=CC=C1